C(C)(C)(C)NC(C(=O)N[C@H](C(=O)O)CC(C)(C)C)=O (S)-2-(2-(tert-Butylamino)-2-oxoacetamido)-4,4-dimethylpentanoic acid